racemic-5,10-methylene-tetrahydrofolic acid C1N2C=3C(NC(=NC3NC[C@@H]2CN1C1=CC=C(C(N[C@@H](CCC(=O)O)C(=O)O)=O)C=C1)N)=O |&1:10|